C1=CC=C(C=C1)C(COCCCCCCNC[C@@H](C2=C3C=CC(=O)NC3=C(C=C2)O)O)(F)F The molecule is a quinolone that is 8-hydroxyquinolin-2(1H)-one which carries a 2-{[6-(2,2-difluoro-2-phenylethoxy)hexyl]amino}-1-hydroxyethyl group at position 5. It is a long acting beta2-adrenoceptor agonist currently in development for the treatment of chronic obstructive pulmonary disease (COPD) and asthma. It has a role as a beta-adrenergic agonist. It is a quinolone, a secondary alcohol, a monohydroxyquinoline, a secondary amino compound, an ether and an organofluorine compound.